FC=1C(=NC=C(C1)N1CCN(CC1)CC1=CC=C2C(N(C(NC2=C1)=O)C)=S)C(=O)NC 3-fluoro-N-methyl-5-(4-((3-methyl-2-oxo-4-thioxo-1,2,3,4-tetrahydroquinazolin-7-yl)methyl)piperazin-1-yl)picolinamide